C(C)(C)(C)OC(N(C1=C(C(=CC=C1F)NC(C1=C(C(=CC(=C1)NC(=O)[C@@H]1C([C@H]1C1=CC(=C(C=C1)F)Cl)(Cl)Cl)F)F)=O)F)C(=O)OC(C)(C)C)=O trans-N-tert-butoxycarbonyl-N-[3-[[5-[[2,2-dichloro-3-(3-chloro-4-fluorophenyl)cyclopropanecarbonyl]amino]-2,3-difluorobenzoyl]amino]-2,6-difluorophenyl]carbamic acid tert-butyl ester